5-Ethynyl-2'-deoxyuridine triphosphate P(O)(=O)(OP(=O)(O)OP(=O)(O)O)OC[C@@H]1[C@H](C[C@@H](O1)N1C(=O)NC(=O)C(=C1)C#C)O